NC1CCN(CC1)C1=C(C=NC2=CC=C(C=C12)C=1C(=C(C#N)C=CC1)O)C1=CC(=CC(=C1)OC1COC1)F 3-[4-(4-Aminopiperidin-1-yl)-3-[3-fluoro-5-(oxetan-3-yloxy)phenyl]quinolin-6-yl]-2-hydroxybenzonitrile